Acetyltri-butylcitrat C(C)(=O)C(C(C(C(=O)[O-])(CCCC)CCCC)(O)C(=O)[O-])(C(=O)[O-])CCCC